6-chloro-7-(fluoromethylsulfanyl)-1H-indole ClC1=CC=C2C=CNC2=C1SCF